triamino-ruthenium N[Ru](N)N